6-(6-(1-(8-Cyclopropyl-8-azabicyclo[3.2.1]octan-3-yl)piperidin-4-yl)-4-methyl-1H-benzo[d]imidazol-2-yl)-8-methoxy-[1,2,4]triazolo[1,5-a]pyridin C1(CC1)N1C2CC(CC1CC2)N2CCC(CC2)C=2C=C(C1=C(NC(=N1)C=1C=C(C=3N(C1)N=CN3)OC)C2)C